N1(CCC1)S(=O)(=O)N1CCC(CC1)C1=CC=C(C=C1)NC(OCC1=CN=CO1)=O oxazol-5-ylmethyl (4-(1-(azetidin-1-ylsulfonyl)piperidin-4-yl)phenyl)carbamate